4-((S)-4-acryloyl-2-methylpiperazin-1-yl)-1-(2,4-dimethylpyridin-3-yl)-6-fluoro-7-(2-fluoro-6-hydroxyphenyl)pyrido[2,3-d]pyrimidin-2(1H)-one C(C=C)(=O)N1C[C@@H](N(CC1)C=1C2=C(N(C(N1)=O)C=1C(=NC=CC1C)C)N=C(C(=C2)F)C2=C(C=CC=C2O)F)C